1-(4-(aminomethyl)phenyl)-N4,N4-dimethyl-benzene-1,4-diamine NCC1=CC=C(C=C1)C1(CC=C(C=C1)N(C)C)N